C1(CCCC1)NC(=O)C=1C=C(C=CC1)C1=CC(=CC=C1)C(=O)N1CCC(CC1)(CN1C=NN2C(C1=O)=CC=C2)O N-cyclopentyl-3'-(4-hydroxy-4-((4-oxopyrrolo[2,1-f][1,2,4]triazin-3(4H)-yl)methyl)piperidine-1-carbonyl)-[1,1'-biphenyl]-3-carboxamide